NC=1C(=NC(=C(N1)C=1OC=CN1)C=1C=CC=2N(C1)C(=CN2)C)C(=O)NCC2=NC(=CC=C2)N2[C@@H](CN(CC2)C)C (R)-3-amino-N-((6-(2,4-dimethylpiperazin-1-yl)pyridin-2-yl)methyl)-6-(3-methylimidazo[1,2-a]pyridin-6-yl)-5-(oxazol-2-yl)pyrazine-2-carboxamide